N-(2-Hydroxy-2-methylpropyl)-2-(pyridin-3-yl)-6-[4-(trifluoromethoxy)phenyl]pyrimidin OC(CN1C(N=CC=C1C1=CC=C(C=C1)OC(F)(F)F)C=1C=NC=CC1)(C)C